C1(=CC(=CC2=CC=CC=C12)C1=CC=C(NC2=CC=CC=C2)C=C1)C1=CC=CC2=CC=CC=C12 4-([1,1'-binaphthyl]-3-yl)-N-phenylaniline